3-((6-amino-5-(trifluoromethoxy)pyridin-3-yl)ethynyl)-4-methyl-N-(4-((4-methylpiperazin-1-yl)methyl)-3-(trifluoromethyl)phenyl)benzamide NC1=C(C=C(C=N1)C#CC=1C=C(C(=O)NC2=CC(=C(C=C2)CN2CCN(CC2)C)C(F)(F)F)C=CC1C)OC(F)(F)F